CC1=C(C=CC(=C1)C(F)(F)F)C1CCN(CC1)C(=O)C1CC2(C1)NC(OC2)=O (2s,4s)-2-(4-(2-methyl-4-(trifluoromethyl)phenyl)piperidine-1-carbonyl)-7-oxa-5-azaspiro[3.4]octan-6-one